CN1N=C(C=C1)N\C(\C)=C\1/C(NC2=CN=C(C=C21)C=2C(=NC=CC2)C)=O (Z)-3-(1-((1-Methyl-1H-pyrazol-3-yl)amino)ethylidene)-5-(2-methylpyridin-3-yl)-1H-pyrrolo[2,3-c]pyridin-2(3H)-one